O=C1C2=C(C=NN1)N=C(N=C2NC2=CC=C(C=C2)N2CCC1(CC1)CC2)C2=CSC=C2 6-(4-(5-Oxo-2-(thiophen-3-yl)-5,6-dihydropyrimido[4,5-d]pyridazin-4-ylamino)phenyl)-6-azaspiro[2.5]octan